6-amino-3-chloro-2-methylbenzaldehyde NC1=CC=C(C(=C1C=O)C)Cl